N-(2-Chloro-3-{(4S)-2-imino-4-methyl-1-[(2R*,4R*)-2-methyl-tetrahydropyran-4-yl]-6-oxo-hexahydropyrimidin-4-yl}phenyl)-3-(prop-1-ynyl)benzamide hydrochloride Cl.ClC1=C(C=CC=C1[C@]1(NC(N(C(C1)=O)[C@H]1C[C@H](OCC1)C)=N)C)NC(C1=CC(=CC=C1)C#CC)=O |o1:15,17|